trithiocane S1SSCCCCC1